C(C1=CC=CC=C1)OC(=O)NCC[C@@H](C(=O)O)O (2S)-4-(benzyloxycarbonylamino)-2-hydroxy-butanoic acid